ClC1=C(C=CC=C1NC1=CC=C(C=C1)Cl)[C@@]1(CC(N(C(N1)=N)C1CCOCC1)=O)C (6S)-6-[2-Chloro-3-(4-chloro-anilino)phenyl]-2-imino-6-methyl-3-(tetrahydropyran-4-yl)hexahydropyrimidin-4-one